3'-O-methoxyguanosine COO[C@H]1[C@H]([C@@H](O[C@@H]1CO)N1C=NC=2C(=O)NC(N)=NC12)O